5,7,7-trimethyl-2-(1,3,3-trimethylbutyl)octanol CC(CCC(CO)C(CC(C)(C)C)C)CC(C)(C)C